O1C(OCC1)C=1N=C(SC1C1OCCO1)CCC(=O)O 3-(4,5-bis(1,3-dioxolan-2-yl)thiazol-2-yl)propionic acid